ClC1=CC=C(C(=O)NC(C(=O)NC(C(=O)OCC)CCC(=O)OCC)CC2=CC(NC3=CC=CC=C23)=O)C=C1 diethyl 2-[2-(4-chlorobenzoylamino)-3-(2-oxo-1,2-dihydroquinolin-4-yl)propionylamino]pentane-1,5-dioate